4-(2-hydroxypropan-2-yl)-5-methyl-N'-((3-methyl-1,2,3,5,6,7-hexahydro-s-indacen-4-yl)carbamoyl)furan-2-sulfonimidamide OC(C)(C)C=1C=C(OC1C)S(=O)(N)=NC(NC1=C2C(CCC2=CC=2CCCC12)C)=O